(trifluoromethyl)-4H-[1,2,4]Triazolo[4,3-a][1,4]Benzodiazepine FC(F)(F)C1=NN=C2N1C1=C(C=NC2)C=CC=C1